C1(CC1)C(=O)OC(C)C isopropyl cyclopropanate